ethyl 8-bromo-5-[(5-fluoro-2,3-dihydrobenzofuran-4-yl)methylamino]imidazo[1,2-c]pyrimidine-2-carboxylate BrC=1C=2N(C(=NC1)NCC1=C(C=CC3=C1CCO3)F)C=C(N2)C(=O)OCC